CN(CCNC(C1=CC=C(C=C1)C1=NC(=NC=C1C)NC=1C=NN(C1)C)=O)C N-(2-(dimethylamino)ethyl)-4-(5-methyl-2-((1-methyl-1H-pyrazol-4-yl)amino)pyrimidin-4-yl)benzamide